F[P-](F)(F)(F)(F)F.C(CCCCC)[N+]1=CC=CC=C1 N-hexyl-pyridinium hexafluorophosphate